1-(pyridin-2-yl)-1H-pyrazolo[3,4-d]Pyrimidine-6-carbonitrile N1=C(C=CC=C1)N1N=CC=2C1=NC(=NC2)C#N